Thioglycolic acid 2-ethylhexyl Ester C(C)C(COC(CS)=O)CCCC